NC1=NC=CC(=C1Cl)OC1=C(C=C(C=C1)NC(=O)C=1C(N(C=CC1OCC)C1=CC(=C(C=C1)F)O)=O)F N-(4-((2-amino-3-chloro-pyridin-4-yl)oxy)-3-fluoro-phenyl)-4-ethoxy-1-(4-fluoro-3-hydroxyphenyl)-2-oxo-1,2-dihydropyridine-3-carboxamide